2-octanyl formate C(=O)OC(C)CCCCCC